N-(3-methoxybenzyl)-N-(4-morpholinobenzyl)-4-(morpholinomethyl)aniline COC=1C=C(CN(C2=CC=C(C=C2)CN2CCOCC2)CC2=CC=C(C=C2)N2CCOCC2)C=CC1